((3R,4S)-1-(cyclopropylsulfonyl)-3-methylpiperidin-4-yl)-8-ethoxy-7-(1H-pyrazol-4-yl)-[1,2,4]triazolo[1,5-a]pyridin-2-amine C1(CC1)S(=O)(=O)N1C[C@@H]([C@H](CC1)C1=CC(=C(C=2N1N=C(N2)N)OCC)C=2C=NNC2)C